(R)-ethyl 2-(2-((7-(3-(aminomethyl)phenyl)benzofuran-5-yl)methoxy)phenyl)-2-(cyclopropanecarboxamido)acetate NCC=1C=C(C=CC1)C1=CC(=CC=2C=COC21)COC2=C(C=CC=C2)[C@H](C(=O)OCC)NC(=O)C2CC2